N-[3-fluoro-4-({6-methoxy-7-[2-(3-methoxy-3-methylazetidin-1-yl)ethoxy]quinolin-4-yl}oxy)phenyl]-5-(4-fluorophenyl)-6-oxo-2,3,5,6-tetrahydrofuro[3,2-c]pyridine-7-carboxamide FC=1C=C(C=CC1OC1=CC=NC2=CC(=C(C=C12)OC)OCCN1CC(C1)(C)OC)NC(=O)C1=C2C(=CN(C1=O)C1=CC=C(C=C1)F)CCO2